6-(4-((1H-indazol-5-yl)amino)-pyrimidin-2-yl)-N,N-dimethyl-1H-indole-2-carboxamide N1N=CC2=CC(=CC=C12)NC1=NC(=NC=C1)C1=CC=C2C=C(NC2=C1)C(=O)N(C)C